benzenesulfonic acid (benzenesulfonate) salt C1(=CC=CC=C1)S(=O)(=O)O.C1(=CC=CC=C1)S(=O)(=O)O